6-(trifluoromethoxy)-N,N-bis(trimethylsilyl)pyridin-3-amine FC(OC1=CC=C(C=N1)N([Si](C)(C)C)[Si](C)(C)C)(F)F